[As].[Mn] manganese-arsenic